COC(C1CC2(C1)CCN(CC2)C2=C(C(=C(C=C2)B2OC(C(O2)(C)C)(C)C)OC)F)OC 2-(dimethoxymethyl)-7-(2-fluoro-3-methoxy-4-(4,4,5,5-tetramethyl-1,3,2-dioxaborolan-2-yl)phenyl)-7-azaspiro[3.5]nonane